FC=1C=C2C(=C(NC2=C(C1)F)C1=CC=C(C=C1)F)CCC(=O)N[C@@H]1C(NC[C@H]1O)=O 3-[5,7-difluoro-2-(4-fluorophenyl)-1H-indol-3-yl]-N-[(3s,4r)-4-hydroxy-2-oxo-pyrrolidin-3-yl]propionamide